FC1=CC=C(C=C1)C#CC1=C(C=CC(=C1)C(NCC1=CC=2N(C=C1)C=CN2)=O)S(=O)(=O)CC2=NN(C=C2)C2CCN(CC2)C(=O)OC(C)(C)C Tert-butyl 4-(3-(((2-((4-fluorophenyl)ethynyl)-4-((imidazo[1,2-a]pyridin-7-ylmethyl)carbamoyl)phenyl)sulfonyl)methyl)-1H-pyrazol-1-yl)piperidine-1-carboxylate